The molecule is an indane that consists of 1-aminoindane bearing an N-propargyl substituent. A selective, irreversible monoamine oxidase-B inhibitor. It has a role as an EC 1.4.3.4 (monoamine oxidase) inhibitor and a neuroprotective agent. It is a secondary amine, a member of indanes and a terminal acetylenic compound. C#CCN[C@@H]1CCC2=CC=CC=C12